ClC1=CC(=C(N=N1)OC1=CC(=CC=C1)C(F)(F)F)C(=O)O 6-chloro-3-[3-(trifluoromethyl)phenoxy]pyridazine-4-carboxylic acid